C(C1=CC=CC=C1)OC(=O)N[C@H](C(=O)N1CCCC1)CCC1=CC=CC=C1 (2S)-1-[(2S)-2-(benzyloxycarbonylamino)-4-phenyl-butanoyl]pyrrolidine